ClC=1C=C(CN2C(C(C3=CC(=CC=C23)[N+](=O)[O-])C2OCC(CO2)(C)C)=O)C=CC1Cl 1-(3,4-dichlorobenzyl)-5-nitro-3-(5,5-dimethyl-1,3-dioxan-2-yl)-2-oxoindol